ClC1=C(C=C(C(=C1)F)C1=C(C(=C(C=C1F)F)F)F)S(=O)(=O)NC(OC1=CC=CC=C1)=O phenyl ((4-chloro-2',3',4',6,6'-pentafluoro-[1,1'-biphenyl]-3-yl)sulfonyl)carbamate